1-(4-methoxyphenyl)-2-((phenylsulfanyl)methyl)pyrrolidine COC1=CC=C(C=C1)N1C(CCC1)CSC1=CC=CC=C1